2-[5-(2-hydroxypropan-2-yl)pyridin-2-yl]-4-[3-(2,2,2-trifluoroethoxy)pyridin-4-yl]-2,3-dihydro-1H-pyrrolo[3,4-c]pyridin-1-one OC(C)(C)C=1C=CC(=NC1)N1CC=2C(=NC=CC2C1=O)C1=C(C=NC=C1)OCC(F)(F)F